Cl.N[C@H](C)C=1C=C(N)C=C(C1F)C(F)F (R)-3-(1-aminoethyl)-5-(difluoromethyl)-4-fluoroaniline hydrochloride